7-(2-(2-chlorophenyl)-3,4,6,7-tetrahydro-5H-imidazo[4,5-c]pyridin-5-yl)-1-methyl-5,6,7,8-tetrahydroisoquinolin-8-ol ClC1=C(C=CC=C1)C1=NC2=C(CN(CC2)C2CCC=3C=CN=C(C3C2O)C)N1